isoxazole-3-carboxylic acid O1N=C(C=C1)C(=O)O